NC1=CC=C(C=C1)C1=CN=C2N1C=C(C=C2)C(=O)OC methyl 3-(4-aminophenyl)imidazo[1,2-a]pyridine-6-carboxylate